COC([C@H](C[C@H]1C(NCC1)=O)NC(OCC1=CC=CC=C1)=O)OC benzyl ((S)-1,1-dimethoxy-3-((S)-2-oxopyrrolidin-3-yl)propan-2-yl)carbamate